IC1=CC=2C(=NC=CC2OCC(=O)C2CCOCC2)N1S(=O)(=O)C1=CC=C(C)C=C1 2-((2-iodo-1-tosyl-1H-pyrrolo[2,3-b]pyridin-4-yl)oxy)-1-(tetrahydro-2H-pyran-4-yl)ethan-1-one